NC=1C=CC(=C(C(=O)NCC=2SC3=C(N2)C=CC=C3)C1)C 5-amino-N-(benzo[d]thiazol-2-ylmethyl)-2-methylbenzamide